Cl.Cl.C(C)OC(=O)C1=NN2C=3C=CN=C([C@H](CCC[C@H](C(NC2=C1)=O)C)N)C3 (9R,13S)-13-amino-9-methyl-8-oxo-2,3,7,15-tetraazatricyclo[12.3.1.02,6]Octadeca-1(18),3,5,14,16-pentaene-4-carboxylic acid ethyl ester dihydrochloride